C(C1=C(C=CC=C1)N(C([O-])=O)CCCCCCCCCCCC)C1=C(C=CC=C1)N(C([O-])=O)CCCCCCCCCCCC methylenediphenylene-bis(dodecyl carbamate)